2-(4-maleimidophenyl)acetic acid C1(C=CC(N1C1=CC=C(C=C1)CC(=O)O)=O)=O